4-(1-((3-(difluoromethyl)-1-methyl-1H-pyrazol-5-yl)sulfonyl)-1-fluoroethyl)-N-(6-fluoropyridin-3-yl)piperidine-1-carboxamide FC(C1=NN(C(=C1)S(=O)(=O)C(C)(F)C1CCN(CC1)C(=O)NC=1C=NC(=CC1)F)C)F